NC=1N=C(SC1C(=O)C1=CC=C(C=C1)NC(OCC1=CC=CC=C1)=O)N(C1=CC=C(C=C1)F)C(C(=O)N)C Benzyl N-[4-[4-amino-2-(N-(2-amino-1-methyl-2-oxo-ethyl)-4-fluoro-anilino)thiazole-5-carbonyl]phenyl]carbamate